C(C)(C)NC(=O)C=1N=CSC1 N-isopropylthiazole-4-carboxamide